2-(furan-2-yl)-N5-(4-((1-methoxypropane-2-yl)amino)phenethyl)-[1,2,4]triazolo[1,5-a][1,3,5]triazine-5,7-diamine O1C(=CC=C1)C1=NN2C(N=C(N=C2N)NCCC2=CC=C(C=C2)NC(COC)C)=N1